CC1=C(C=C(C=C1)NC(C1=NC=CC(=C1)C(F)(F)F)=O)C1=CC2=C(N=C(N=C2)NC=2C=NC=CC2C)N2C1=NCC2 N-(4-methyl-3-(2-((4-methylpyridin-3-yl)amino)-8,9-dihydroimidazo[1',2':1,6]pyrido[2,3-d]pyrimidin-6-yl)phenyl)-4-(trifluoromethyl)picolinamide